ClC1=CNC2=NC=CC(=C21)C2=C(N=CN2C2CCCCC2)C2=CC=C(C=C2)F 3-chloro-4-(1-cyclohexyl-4-(4-fluorophenyl)-1H-imidazol-5-yl)-1H-pyrrolo[2,3-b]Pyridine